C(C)(C)(C)OC(=O)N1CC2(CC1)CCN(CC2)C=2C1=C(N=C(N2)C2=CC=[N+](C=C2)[O-])C=NC=C1 4-(4-(2-(tert-butoxycarbonyl)-2,8-diazaspiro[4.5]decan-8-yl)pyrido[3,4-d]pyrimidin-2-yl)pyridine 1-oxide